N1(CCCC1)C=1C=C(CN2CC3(CC2)CCN(CC3)C(=O)N3N=C(C=C3)NS(=O)(=O)C)C=C(C1)C(F)(F)F N-(1-(2-(3-(Pyrrolidin-1-yl)-5-(trifluoromethyl)benzyl)-2,8-diazaspiro[4.5]decane-8-carbonyl)-1H-pyrazol-3-yl)methanesulfonamide